4-bromo-2-difluoromethyl-1-fluorobenzene BrC1=CC(=C(C=C1)F)C(F)F